Cl.C(C)(C)(C)NC1CN(CC1)C=1N=NC(=CN1)C1=C(C=C(C=C1)C=1OC=CN1)O 2-{3-[3-(tert-butylamino)pyrrolidin-1-yl]-1,2,4-triazin-6-yl}-5-(1,3-oxazol-2-yl)phenol hydrochloride